NC1=CC=C(C=C1)C1=C(C=C(C(=C1)C)C1=CC=C(C=C1)N)C 2,5-bis(4-aminobenzene-1-yl)1,4-xylene